C(N)(OCCCC1=C2C=3C(=C4C(=NC3C=C1F)C1=CC3=C(C(N1C4)=O)COC(C3(O)CC)=O)CCC2)=O (3-(9-ethyl-5-fluoro-9-hydroxy-10,13-dioxo-2,3,9,10,13,15-hexahydro-1H,12H-benzo[de]pyrano[3',4':6,7]indolizino[1,2-b]quinolin-4-yl) prop-1-yl) carbamate